1-(1-(((tert-butyldimethylsilyl)oxy)methyl)cyclopropyl)prop-2-en-1-ol [Si](C)(C)(C(C)(C)C)OCC1(CC1)C(C=C)O